FC(C=1N=C2N(CCC(C2)COC2=CC=C(C=N2)CNC=2C=C3C=CN=C(C3=CC2)NC(OC)=O)C1)(F)F Methyl (6-(((6-((2-(trifluoromethyl)-5,6,7,8-tetrahydroimidazo[1,2-a]pyridin-7-yl)methoxy)pyridin-3-yl)methyl)amino)isoquinolin-1-yl)carbamate